1-[5-(5-chloro-2-methoxypyridin-4-yl)-1H-pyrazole-3-carbonyl]-N-[(5-methylpyrazin-2-yl)methyl]piperidine-4-carboxamide ClC=1C(=CC(=NC1)OC)C1=CC(=NN1)C(=O)N1CCC(CC1)C(=O)NCC1=NC=C(N=C1)C